tert-butyl ((S)-1-(3-bromo-2-cyano-5-(((S)-1-cyclopropylethyl)carbamoyl)pyridin-4-yl)-3-methylpyrrolidin-3-yl)carbamate BrC=1C(=NC=C(C1N1C[C@@](CC1)(C)NC(OC(C)(C)C)=O)C(N[C@@H](C)C1CC1)=O)C#N